1-{[1-(4-chloro-3-fluorophenyl)-3-cyclopropyl-1H-1,2,4-triazol-5-yl]methyl}-3-{[1-(quinolin-7-yl)-1H-1,2,4-triazol-5-yl]methyl}urea ClC1=C(C=C(C=C1)N1N=C(N=C1CNC(=O)NCC1=NC=NN1C1=CC=C2C=CC=NC2=C1)C1CC1)F